ClC1=C(C=C(C=2C3=C4C(CCN4C21)CNC(C3)=O)C3=NN(N=C3)C)Cl 8,9-dichloro-11-(2-methyl-2H-1,2,3-triazol-4-yl)-1,3,4,4a,5,6-hexahydro-2H-azepino[3,4,5-gh]benzo[b]pyrrolizin-2-one